tert-butyl (7s,12e,15s)-15-{[(benzyloxy) carbonyl] amino}-8-oxo-2,5,9-triazatricyclo[14.3.1.02,7]eicosa-1(20),12,16,18-tetraene-5-carboxylate C(C1=CC=CC=C1)OC(=O)N[C@H]1C/C=C/CCNC([C@@H]2CN(CCN2C=2C=CC=C1C2)C(=O)OC(C)(C)C)=O